C(C)(C)(C)OC(=O)N1C(C2=C(CC1)C(N(N2)C)=O)C 2,7-dimethyl-3-oxo-1,2,3,4,5,7-hexahydro-6H-pyrazolo[3,4-c]pyridine-6-carboxylic acid tert-butyl ester